8-(5-hydroxy-2-methylphenyl)-6-(2-(2-propenoyl)-2,6-diazaspiro[3.4]octan-6-yl)imidazo[1,2-a]pyridine-7-carbonitrile OC=1C=CC(=C(C1)C=1C=2N(C=C(C1C#N)N1CC3(CN(C3)C(C=C)=O)CC1)C=CN2)C